(E)-4-(chloromethyl)-2-(3,4,5-trifluorostyryl)oxazole ClCC=1N=C(OC1)\C=C\C1=CC(=C(C(=C1)F)F)F